NC1=NC(=C(C=2C1=CN(N2)CC2=NC=CC=C2)C2=NC=NC=C2)C2=C(C#N)C=CC=C2 (4-amino-2-(pyridin-2-ylmethyl)-7-(pyrimidin-4-yl)-2H-pyrazolo[4,3-c]pyridin-6-yl)benzonitrile